(±)-ethyl 2-(4-(3-carbamoyltetrahydrofuran-3-yl)-3-fluorophenyl)-2-methylpropanoate C(N)(=O)[C@@]1(COCC1)C1=C(C=C(C=C1)C(C(=O)OCC)(C)C)F |r|